Methyl (E)-4-(3-fluorostyryl)benzoate FC=1C=C(/C=C/C2=CC=C(C(=O)OC)C=C2)C=CC1